C1(CC1)N1N=CC(=C1)C1C=C(CCO1)C=1N=C(C=2N=C(N(C(C2N1)=O)C)C)C1=C(C=C(C=C1)F)F 6-(6-(1-cyclopropyl-1H-pyrazol-4-yl)-3,6-dihydro-2H-pyran-4-yl)-8-(2,4-difluorophenyl)-2,3-dimethylpyrimidino[5,4-d]pyrimidin-4(3H)-one